CN(C)CC1=NC2=C(C=CC=C2C=C1)NS(=O)(=O)C1=CC(=CC=C1)OC N-(2-((Dimethylamino)methyl)quinolin-8-yl)-3-methoxybenzenesulfonamide